methyl 4-(1-aminocyclopropyl)-3-chloro-benzoate NC1(CC1)C1=C(C=C(C(=O)OC)C=C1)Cl